1-(3-(2-hydroxyethoxy)-4-methylphenyl)-3-(4-isopropyl-2-(4-(trifluoromethyl)phenyl)thiazol-5-yl)propan-1-ol OCCOC=1C=C(C=CC1C)C(CCC1=C(N=C(S1)C1=CC=C(C=C1)C(F)(F)F)C(C)C)O